N-[[4-[3-(methylamino)azetidin-1-yl]-1-[4-(trifluoromethoxy)phenyl]pyrazolo[3,4-b]pyridin-3-yl]methyl]prop-2-enamide CNC1CN(C1)C1=C2C(=NC=C1)N(N=C2CNC(C=C)=O)C2=CC=C(C=C2)OC(F)(F)F